FC1=C(C=CC(=C1)F)S(=O)(=O)NC=1C(=NC=CC1C=1C=C2C(=CC=NC2=CC1)C1=CN=NC=C1)OC 2,4-difluoro-N-{2-methoxy[4-(4-pyridazinyl)-6-quinolinyl]-3-pyridinyl}benzenesulfonamide